CO[Si](CCCN(CCN)CCC[Si](OC)(OC)OC)(OC)OC N,N-bis[3-trimethoxysilylpropyl]-ethylenediamine